6-methyl-N-(3-phenylpropyl)-2-(thiazol-4-yl)thieno[2,3-d]pyrimidin-4-amine CC1=CC2=C(N=C(N=C2NCCCC2=CC=CC=C2)C=2N=CSC2)S1